OC(C)(C)C=1N=CC(=NC1)N1C(O[C@]2(C1)C[C@H](C(CC2)(C)C)CN2C=NC1=C2C=C(C=C1)C#N)=O 1-(((5S,7r)-3-(5-(2-hydroxy-prop-2-yl)pyrazin-2-yl)-8,8-dimethyl-2-oxo-1-oxa-3-azaspiro[4.5]decan-7-yl)methyl)-1H-benzo[d]imidazole-6-carbonitrile